CC1=C(OC2=C(C=C(C=C2C1=O)C)[C@@H](C)NC1=C(C=CC=C1)C1=NC(=NO1)C)C1=CC=CC=C1 3,6-Dimethyl-8-[(1R)-1-[2-(3-methyl-1,2,4-oxadiazol-5-yl)anilino]ethyl]-2-phenyl-chromen-4-one